NC1=CC(=C(C=N1)C1CCN(CC1)C(=O)C1=NC=C(C(=C1)OC)OC1=CC=C(C=C1)F)C (6-Amino-4-methyl-3',4',5',6'-tetrahydro-2'H-[3,4']-bipyridinyl-1'-yl)[5-(4-fluoro-phenoxy)-4-methoxypyridin-2-yl]-methanone